2,2-diphenyl-1-oxa-2-silacyclohexane C1(=CC=CC=C1)[Si]1(OCCCC1)C1=CC=CC=C1